P(O)(O)(=S)O[C@H]1C[C@@H](O[C@@H]1CO)N1C=NC=2C(=O)NC(N)=NC12 2'-deoxyguanosine-3'-phosphorothioate